The molecule is a member of the class of 1,4-benzoquinones that is 1,4-benzoquinone in which the hydrogen at position 2 has been replaced by a prenyl group. It derives from a 1,4-benzoquinone. CC(=CCC1=CC(=O)C=CC1=O)C